1-(3-((4-(4-(1-acetyl-4-((4-chlorophenyl)amino)-2-methyl-1,2,3,4-tetrahydroquinolin-6-yl)phenyl)piperazin-1-yl)methyl)phenyl)dihydropyrimidine-2,4(1H,3H)-dione C(C)(=O)N1C(CC(C2=CC(=CC=C12)C1=CC=C(C=C1)N1CCN(CC1)CC=1C=C(C=CC1)N1C(NC(CC1)=O)=O)NC1=CC=C(C=C1)Cl)C